1-(2-chloro-4-((5-methoxy-2,3-dihydro-[1,4]dioxino[2,3-f]quinazolin-10-yl)oxy)phenyl)-3-cyclopentylurea ClC1=C(C=CC(=C1)OC1=NC=NC2=CC(=C3C(=C12)OCCO3)OC)NC(=O)NC3CCCC3